ethylene glycol di(2-ethylhexyl)stearate (S)-Boc-piperazineformate C(=O)(OC(C)(C)C)[C@H]1N(CCNC1)C(=O)OCCOC(C(CCCCCCCCCCCCCCCC)(CC(CCCC)CC)CC(CCCC)CC)=O